[Si](C)(C)(C(C)(C)C)OCC=1C=C(C=C(C1B1OC(CO1)(C)C)C)NC1=NC=C(C(=N1)N[C@H]1[C@@H](CCCC1)C#N)Cl (trans)-2-((2-((3-(((tert-butyldimethylsilyl)oxy)methyl)-4-(5,5-dimethyl-1,3,2-dioxaborolan-2-yl)-5-methylphenyl)amino)-5-chloropyrimidin-4-yl)amino)cyclohexane-1-carbonitrile